1-((2-chlorothiazol-5-yl)methyl)-3-(1H-indol-3-yl)-4-oxo-4H-pyrido[1,2-a]pyrimidinium ClC=1SC(=CN1)C[N+]1=C2N(C(C(=C1)C1=CNC3=CC=CC=C13)=O)C=CC=C2